OC=1C=C(OCCOCCOC2CCN(CC2)C(=O)OC(C)(C)C)C=CC1 tert-butyl 4-[2-[2-(3-hydroxyphenoxy)ethoxy]ethoxy]piperidine-1-carboxylate